3-(3-fluoro-5-methoxy-2,6-dimethylphenyl)-6-(6-methylpyridin-3-yl)-3,7-dihydro-4H-pyrrolo[2,3-d]pyrimidin-4-one FC=1C(=C(C(=C(C1)OC)C)N1C=NC2=C(C1=O)C=C(N2)C=2C=NC(=CC2)C)C